N-cyclohexyl-2-(3-(2-fluoro-4-methoxyphenyl)-6-oxopyridazin-1(6H)-yl)acetamide C1(CCCCC1)NC(CN1N=C(C=CC1=O)C1=C(C=C(C=C1)OC)F)=O